3-((4-fluorophenyl)(phenyl)methyl)-4-hydroxy-2H-pyran-2-one FC1=CC=C(C=C1)C(C=1C(OC=CC1O)=O)C1=CC=CC=C1